C1C(CCCC1)C(=O)OC(=O)C1CCCCC1 2-cyclohexanecarboxylic anhydride